NCC(=O)OC1CCC(CC1)N1N=CC(=C1C)C=1C=C(C=2N(C1)N=CC2C#N)SC2=C(C=C(C=C2)F)C#N (1r,4r)-4-(4-(3-cyano-4-((2-cyano-4-fluorophenyl)thio)pyrazolo[1,5-a]pyridin-6-yl)-5-methyl-1H-pyrazol-1-yl)cyclohexyl glycinate